ClC1=NC=CC(=C1)C=1N=C(SC1)NC1=C(C=CC=C1)S(=O)(=O)N ((4-(2-chloropyridin-4-yl)thiazol-2-yl)amino)benzenesulfonamide